2-{4-[(4as,8as)-octahydro-1H-pyrido[3,4-b][1,4]oxazin-6-yl]-3-(3-fluorophenyl)quinolin-6-yl}-3-aminopyridine-4-carbonitrile N1[C@@H]2[C@@H](OCC1)CN(CC2)C2=C(C=NC1=CC=C(C=C21)C2=NC=CC(=C2N)C#N)C2=CC(=CC=C2)F